F[C@H]1CN(CC[C@H]1NC=1C=2N(C=CC1)C(=C(N2)C#CCNC=2C=C(C(=O)NC)C=CC2OC)SC(F)(F)F)C 3-{[3-(8-{[(3S,4R)-3-fluoro-1-methylpiperidin-4-yl]amino}-3-[(trifluoromethyl)sulfanyl]imidazo[1,2-a]pyridin-2-yl)prop-2-yn-1-yl]amino}-4-methoxy-N-methylbenzamide